(S)-2-hydroxy-3-((7-(5-methyl-1,2,4-oxadiazol-3-yl)isoquinolin-1-yl)amino)-N-(1-methyl-5-pentyl-1H-pyrazol-3-yl)propenamide OC(C(=O)NC1=NN(C(=C1)CCCCC)C)=CNC1=NC=CC2=CC=C(C=C12)C1=NOC(=N1)C